C(C)N1C(C=NC=C1C)OC(=O)C1CNCCC1 1-ethyl-(6-methyl-2-pyrazinyl)-3-piperidinecarboxylate